BrC1=C(C2=C(N(C(N2)=O)C)C=C1)F 5-bromo-4-fluoro-1-methyl-1,3-dihydro-2H-benzimidazol-2-one